1-((9H-fluoren-9-yl)methyl) 3-(2-(3,7-dimethylocta-2,6-dien-1-yl)-3-hydroxy-5-pentylphenyl) pyrrolidine-1,3-dicarboxylate N1(CC(CC1)C(=O)OC1=C(C(=CC(=C1)CCCCC)O)CC=C(CCC=C(C)C)C)C(=O)OCC1C2=CC=CC=C2C=2C=CC=CC12